5-chloro-2-(4-{[(3R)-piperidin-3-yl]amino}imidazo[1,5-d][1,2,4]triazin-1-yl)phenol ClC=1C=CC(=C(C1)O)C=1C=2N(C(=NN1)N[C@H]1CNCCC1)C=NC2